C(C1=CC=CC=C1)NC(=O)N([C@@H]1CC[C@H](CC1)NC(OC(C)(C)C)=O)C1=CC=C(C=C1)C=1C=NN(C1)C tert-butyl (trans-4-((benzylcarbamoyl) (4-(1-methyl-1H-pyrazol-4-yl)phenyl)amino)cyclohexyl)carbamate